C(C)(C)[Si](OC1=CC(=C2CCC2=C1)NC(OC(C)(C)C)=O)(C(C)C)C(C)C Tert-butyl (4-((triisopropylsilyl)oxy)bicyclo[4.2.0]oct-1,3,5-trien-2-yl)carbamate